CN(C1(CC=C(C(=O)C2=CC=CC=C2)C=C1)N(C)C)C 4,4-bis(dimethylamino)-benzophenone